Ethyl 5-(4-ethenyl-2-fluorophenyl)-1-(oxan-4-yl)pyrazole-4-carboxylate C(=C)C1=CC(=C(C=C1)C1=C(C=NN1C1CCOCC1)C(=O)OCC)F